5-(chloromethyl)-2-cyclopropyloxypyridine ClCC=1C=CC(=NC1)OC1CC1